C(N(NCC1=NC=C(C=C1)C(F)(F)F)C(=O)C1CC1)([2H])([2H])[2H] N-(methyl-d3)-N'-((5-(trifluoromethyl)pyridin-2-yl)methyl)cyclopropanecarbohydrazide